[1,3]diazepin-5(6H)-one N=1C=NCC(CC1)=O